[Cr](=O)(=O)([O-])Cl.[Cr](=O)(=O)([O-])Cl.[Cr](=O)(=O)([O-])Cl.[K+].C1(CC1)C1=NN(C=2C=NN(C(C21)=O)CC(=O)N[C@@H](C)C2=CC=C(C=C2)C)C(C)C.[K+].[K+] (S)-2-(3-cyclopropyl-1-isopropyl-4-oxo-1,4-dihydro-5H-pyrazolo[3,4-d]pyridazin-5-yl)-N-(1-(p-tolyl)ethyl)acetamide potassium trichlorochromate